COC1=C(C=C2C(=NC=NC2=C1)NC=1C=CC2=C(N=C(S2)C)C1)OC1CCN(CC1)C(C=C)=O 1-(4-((7-methoxy-4-((2-methylbenzo[d]thiazol-5-yl)amino)quinazolin-6-yl)oxy)piperidin-1-yl)prop-2-en-1-one